S([O-])(O)(=O)=O.C(CCC)C=1NC=C[NH+]1 butylimidazolium bisulfat